4-BROMO-2-METHYL-6-NITROPHENYL-ETHANONE BrC1=CC(=C(C(=C1)[N+](=O)[O-])C(C)=O)C